NC1=C(C=C(C=N1)C=1C=C2N(N1)CC[C@]21CN(CC1)C(=O)NCC12COC(C1)(C2)C)OC(F)(F)F |r| (rac)-2'-[6-amino-5-(trifluoromethoxy)pyridin-3-yl]-N-[(1-methyl-2-oxabicyclo[2.1.1]hexan-4-yl)methyl]-5',6'-dihydrospiro[pyrrolidine-3,4'-pyrrolo[1,2-b]pyrazole]-1-carboxamide